4-((4-((2-(Dimethylphosphoryl)phenyl)amino)-5-(trifluoromethyl)pyrimidin-2-yl)amino)-N-ethoxy-2-Fluoro-5-methoxybenzamide CP(=O)(C)C1=C(C=CC=C1)NC1=NC(=NC=C1C(F)(F)F)NC1=CC(=C(C(=O)NOCC)C=C1OC)F